tert-butyl (R)-6-((4-(5-amino-6-bromopyrazin-2-yl)-1H-pyrazol-1-yl)methyl)-7-oxa-4-azaspiro[2.5]octane-4-carboxylate NC=1N=CC(=NC1Br)C=1C=NN(C1)C[C@H]1CN(C2(CC2)CO1)C(=O)OC(C)(C)C